NC=1C=C2C(=NC1OCC(=O)OCC)N(C=C2)COCC[Si](C)(C)C ethyl 2-[(5-amino-1-[[2-(trimethylsilyl)ethoxy]methyl]-1H-pyrrolo[2,3-b]pyridin-6-yl)oxy]acetate